NC1=C(SC=C1C)C(=O)N(C)C 3-amino-N,N,4-trimethylthiophene-2-carboxamide